N[C@]12CCC[C@H](CC1)N2C Exo-aminotropane